5-ethyl-1-methyl-5-phenyl-barbituric acid C(C)C1(C(NC(N(C1=O)C)=O)=O)C1=CC=CC=C1